8-benzyl 2-(tert-butyl) 6,6-dimethyl-5-oxa-2,8-diazaspiro[3.5]nonane-2,8-dicarboxylate CC1(OC2(CN(C2)C(=O)OC(C)(C)C)CN(C1)C(=O)OCC1=CC=CC=C1)C